N-tert-butyl-N-methyl-2-(6-{2-[(oxacyclohex-4-yl)amino]pyrimidin-4-yl}-1-oxo-2,3-dihydro-1H-isoindol-2-yl)acetamide C(C)(C)(C)N(C(CN1C(C2=CC(=CC=C2C1)C1=NC(=NC=C1)NC1CCOCC1)=O)=O)C